ethyl (Z)-6-(N'-hydroxycarbamimidoyl)-1-((3-(pyrimidin-2-yloxy)naphthalen-1-yl)methyl)-1H-indole-2-carboxylate O\N=C(/N)\C1=CC=C2C=C(N(C2=C1)CC1=CC(=CC2=CC=CC=C12)OC1=NC=CC=N1)C(=O)OCC